C(C)C1=C(C=CC(=C1)F)NC1=CN=C(C=C1C(=O)NC=1C(=NC(=CC1)OC)C)C(F)(F)F 5-((2-ethyl-4-fluoro-phenyl)amino)-N-(6-methoxy-2-meth-ylpyridin-3-yl)-2-(trifluoromethyl)-isonicotinamide